2-methyl-N-(5-(5-methyl-1,2,4-oxadiazol-3-yl)-2,3-dihydro-1H-inden-1-yl)isonicotinamide CC=1C=C(C(=O)NC2CCC3=CC(=CC=C23)C2=NOC(=N2)C)C=CN1